The molecule is a hexapeptide consisting of L-tyrosine, L-lysine, L-histidine, L-proline and L-isoleucine amino acid residues coupled in sequence and in which the amino group of the L-tyrosyl residue is substituted by a (pyridin-3-ylcarbonyl)nitrilo group and in which the L-lysyl side chain amino group is substituted by a {N(2)-[(benzyloxy)carbonyl]-L-arginyl}nitrilo group. It is a potent angiotensin II receptor type 2 (AT2 receptor) agonist. It has a role as an angiotensin receptor agonist, a vasodilator agent, an antineoplastic agent, an anti-inflammatory agent and a neuroprotective agent. It is an oligopeptide, a benzyl ester and a pyridinecarboxamide. CC[C@H](C)[C@@H](C(=O)O)NC(=O)[C@@H]1CCCN1C(=O)[C@H](CC2=CN=CN2)NC(=O)[C@H](CCCCNC(=O)[C@H](CCCN=C(N)N)NC(=O)OCC3=CC=CC=C3)NC(=O)[C@H](CC4=CC=C(C=C4)O)NC(=O)C5=CN=CC=C5